ClC1=NC=CC=2[C@](CCC(C12)(F)F)(NC1=NC=C(C=C1F)C(F)(F)F)CO (S)-(1-chloro-8,8-difluoro-5-((3-fluoro-5-(trifluoromethyl)pyridin-2-yl)amino)-5,6,7,8-tetrahydroisoquinolin-5-yl)methanol